N-((3s,5s,7s)-adamantan-1-yl)-4-((17-azido-3,6,9,12,15-pentaoxaheptadecyl)oxy)-6-chloro-1,3,5-triazin-2-amine C12(CC3CC(CC(C1)C3)C2)NC2=NC(=NC(=N2)OCCOCCOCCOCCOCCOCCN=[N+]=[N-])Cl